(2e)-5-hydroxy-2-pentenoate OCC/C=C/C(=O)[O-]